C[C@H]1CN(CCN1)C1=CC=C(C=N1)C1C(NC(CC1)=O)=O 3-(6-((S)-3-methylpiperazin-1-yl)pyridin-3-yl)piperidine-2,6-dione